BrC=1C(=C2C(=NC1)N=C(N2)C2=C(N(C(=C2)C)C=2C=C(C=CC2C)NC(CN2CCOCC2)=O)C)NC2=CC(=CC=C2)S(N)(=O)=O N-(3-(3-(6-Bromo-7-((3-sulfamoylphenyl)amino)-1H-imidazo[4,5-b]pyridin-2-yl)-2,5-dimethyl-1H-pyrrol-1-yl)-4-methylphenyl)-2-morpholinoacetamid